3-phenyl-2-aminobenzoate C1(=CC=CC=C1)C=1C(=C(C(=O)[O-])C=CC1)N